ClC1=CC=C(C=C1)C=1N=C2N(C=CC=N2)C1CN1CC2CN(C(C1)CC2)C(=O)C2=NC(=CC=C2F)OC [3-{[2-(4-chlorophenyl)imidazo[1,2-a]pyrimidin-3-yl]methyl}-3,6-diazabicyclo[3.2.2]non-6-yl](3-fluoro-6-methoxypyridin-2-yl)methanone